FC1=C(C=CC(=C1)F)[C@]1(C[C@@H](CO1)COC1=CC=C(C=C1)N1CCN(CC1)C1=CC=C(C=C1)NC(OC1=CC=CC=C1)=O)C phenyl (4-(4-(4-(((3R,5R)-5-(2,4-difluorophenyl)-5-methyltetrahydrofuran-3-yl)methoxy)phenyl)piperazin-1-yl)phenyl)carbamate